1'-[(2R)-2-hydroxypropyl]-2-oxo-1,2-dihydrospiro[indole-3,4'-piperidine]-5-carbonitrile O[C@@H](CN1CCC2(CC1)C(NC1=CC=C(C=C12)C#N)=O)C